2-fluoro-4-((7-fluoro-1,6-dimethyl-1H-benzo[d][1,2,3]triazol-5-yl)-oxy)-3-methylaniline FC1=C(N)C=CC(=C1C)OC1=CC2=C(N(N=N2)C)C(=C1C)F